(12aR)-12-[(10R)-7,8-difluoro-4,9-dihydrothieno[2,3-c][2]benzothiepin-4-yl]-3,4,12,12a-tetrahydro-1H-[1,4]oxazino[3,4-c]pyrido[2,1-f][1,2,4]triazine-6,8-dione FC1=C(C2=C(C(C3=C(SC2)SC=C3)N3N2C(C(N4[C@H]3COCC4)=O)=CC(C=C2)=O)C=C1)F